2-(4'-((5-cyclopropyl-3-(2,6-dichlorophenyl)isoxazol-4-yl)methoxy)-3'-methyl-[1,1'-biphenyl]-4-yl)acetic acid C1(CC1)C1=C(C(=NO1)C1=C(C=CC=C1Cl)Cl)COC1=C(C=C(C=C1)C1=CC=C(C=C1)CC(=O)O)C